C(C=C)(=O)N1C(CN(CC1)C1=NC(=NC=2CC(CCC12)N1CC2=CC=CC=C2CC1)OCCN1CCCC1)CC#N 2-(1-acryloyl-4-(7-(3,4-dihydroisoquinolin-2(1H)-yl)-2-(2-(pyrrolidin-1-yl)ethoxy)-5,6,7,8-tetrahydroquinazolin-4-yl)piperazin-2-yl)acetonitrile